O1CCN(CC1)C[Si]1(OCCOCCO1)C 2-morpholinomethyl-2-methyl-1,3,6-trioxa-2-silacyclooctane